COC=1C=CC=2C3=C(C=NC2N1)C=NN3CC3=CC=C(C=N3)S(=O)(=O)N 6-((7-Methoxy-1H-pyrazolo[4,3-c][1,8]naphthyridin-1-yl)methyl)pyridine-3-sulfonamide